C1(=CC=CC=C1)CS(=O)(=O)NS(=O)(=O)C(F)(F)F phenyl-N-(trifluoromethylsulfonyl)methanesulfonamide